1-(2-cyclopropoxy-5-fluoro-4-((1S,2S)-2-(trifluoromethyl)cyclopropyl)phenyl)-N-(isoxazol-3-yl)-2-oxo-1,2-dihydroquinoline-6-sulfonamide C1(CC1)OC1=C(C=C(C(=C1)[C@@H]1[C@H](C1)C(F)(F)F)F)N1C(C=CC2=CC(=CC=C12)S(=O)(=O)NC1=NOC=C1)=O